BrC=1C=C2CN(C(C2=CC1)=O)C1C(N(C(CC1)=O)C(=O)OC(C)(C)C)=O tert-butyl 3-(5-bromo-1-oxo-isoindolin-2-yl)-2,6-dioxo-piperidine-1-carboxylate